bis(dimethylamino)methylvinyl-piperidine CN(C)C(N(C)C)C=CN1CCCCC1